NC=1C=NC2=CC(=NC(=C2C1)OC1CCC(CC1)NC1=NC=C(C=N1)OCC(=O)N(C)C)N1CCOCC1 2-[2-[[4-[(3-Amino-7-morpholino-1,6-naphthyridin-5-yl)oxy]cyclohexyl]amino]pyrimidin-5-yl]oxy-N,N-dimethyl-acetamide